N(s)-Boc-L-lysine C(=O)(OC(C)(C)C)N[C@@H](CCCCN)C(=O)O